CC1=CC2=CCOC2=C1 2-methyl-4-oxapentalene